1,1-dithiol S1C=CC=C1